OC[C@H]1OC2CCN(C1C2)C(=O)OC(C)(C)C Tert-butyl (7S)-7-(hydroxymethyl)-6-oxa-2-azabicyclo[3.2.1]octane-2-carboxylate